FC1=CC(=C(CBr)C=C1)C(F)(F)F 4-Fluoro-2-(trifluoromethyl)benzyl bromide